6-methyl-N-[(pyridin-3-yl)methyl]-9-[4-(trifluoromethyl)phenyl]-9H-carbazole-3-carboxamide CC=1C=C2C=3C=C(C=CC3N(C2=CC1)C1=CC=C(C=C1)C(F)(F)F)C(=O)NCC=1C=NC=CC1